CC1=C(C=CC(=C1)C)C1=NC(=NC(=N1)C1=C(C=C(C=C1)C)C)C1=C(C=C(C=C1)OC)O 2-(4,6-bis(2,4-dimethylphenyl)-1,3,5-triazin-2-yl)-5-methoxyphenol